O[C@H]1[C@@H](N(C1)C=1N=C(C2=C(N1)CCC2)C=2C=C(C(=O)N)C=CC2)C 3-(2-((2S,3R)-3-hydroxy-2-methylazetidin-1-yl)-6,7-dihydro-5H-cyclopenta[d]pyrimidin-4-yl)benzamide